6-(4-hydroxyphenoxy)hexyl methacrylate C(C(=C)C)(=O)OCCCCCCOC1=CC=C(C=C1)O